CC([C@@H](C(=O)OCC1=CC=CC=C1)N1C(C2(CC1)CN(CC2)C(=O)C2[N@@](C2)C(C2=CC=CC=C2)(C2=CC=CC=C2)C2=CC=CC=C2)=O)C benzyl (2S)-3-methyl-2-(1-oxo-7-((R)-1-tritylaziridine-2-carbonyl)-2,7-diazaspiro[4.4]nonan-2-yl)butanoate